C(#N)CCOP([O-])N(C(C)C)C(C)C (2-cyanoethyl)-(N,N-diisopropyl)-phosphoramidite